CN(C)C(=[N+]1N=[N+](C2=NC=CC=C21)[O-])N(C)C 1-[Bis(dimethylamino)methylene]-1H-1,2,3-triazolo[4,5-b]pyridinium-3-oxide